N(=C=S)CC=1SC=CC1 2-(isothiocyanatomethyl)thiophene